(R)-6,6-dimethyl-N'-(((S)-2-methyl-1,2,3,5,6,7-hexahydro-s-indacen-4-yl)carbamoyl)-6,7-dihydro-5H-pyrazolo[5,1-b][1,3]oxazine-3-sulfonimidamide CC1(CN2C(OC1)=C(C=N2)[S@@](=O)(N)=NC(NC2=C1C[C@H](CC1=CC=1CCCC21)C)=O)C